C1(CC1)C(=O)NC1=CC(=C(N=N1)C(=O)NC([2H])([2H])[2H])NC1=NC=CC(=C1OC)C1=NC=C(C=N1)F 6-cyclopropaneamido-4-{[4-(5-fluoropyrimidin-2-yl)-3-methoxypyridin-2-yl]amino}-N-(2H3)methylpyridazine-3-carboxamide